2-(bromomethyl)-3-fluoro-5-(5-(difluoromethyl)-1,3,4-oxadiazol-2-yl)pyridine BrCC1=NC=C(C=C1F)C=1OC(=NN1)C(F)F